1-[2-(aminomethyl)-3,3-difluoro-allyl]-4-[3-(1-ethylpyrazol-4-yl)phenyl]tetrazol-5-one trifluoroacetate FC(C(=O)O)(F)F.NCC(CN1N=NN(C1=O)C1=CC(=CC=C1)C=1C=NN(C1)CC)=C(F)F